4-(6-(bis(2-hydroxyethyl)amino)-2-(bis(2-methoxyethyl)amino)-8-(4-methoxypiperidin-1-yl)pyrimido[5,4-d]pyrimidin-4-yl)-1,6-dimethylpiperazin-2-one OCCN(C=1N=C(C=2N=C(N=C(C2N1)N1CC(N(C(C1)C)C)=O)N(CCOC)CCOC)N1CCC(CC1)OC)CCO